C1(CC1)C1=NN(C=C1C1=NC2=CC=CC=C2N=C1)CC(=O)O 2-(3-cyclopropyl-4-(quinoxalin-2-yl)-1H-pyrazol-1-yl)acetic acid